3-chloro-4-(fluoromethoxy)-6-hydroxy-5-((2E,4E)-5-((1R,2R,6R,E)-3-(hydroxyimino)-1,2,6-trimethylcyclohexyl)-3-methylpenta-2,4-dien-1-yl)-2-methylbenzaldehyde ClC=1C(=C(C=O)C(=C(C1OCF)C\C=C(\C=C\[C@@]1([C@H](/C(/CC[C@H]1C)=N/O)C)C)/C)O)C